C(C=C)OC(=O)N1C[C@H]2N(C(C3=C1C=C(C(=C3)OC)OCCCCCBr)=O)C=C(C2)C2=CC=C(C=C2)C2CCN(CC2)C (S)-8-((5-bromopentyl)oxy)-7-methoxy-2-(4-(1-methylpiperidin-4-yl)phenyl)-5-oxo-11,11a-dihydro-1H-benzo[e]pyrrolo[1,2-a][1,4]diazepine-10(5H)-carboxylic acid allyl ester